OC(C)(C)C1=CN=C(S1)[S@](=O)(N)=NC(NC1=C2CCC(C2=CC=2CCCC12)=O)=O |o1:9| (S) or (R)-5-(2-hydroxypropan-2-yl)-N'-((1-oxo-1,2,3,5,6,7-hexahydro-s-indacen-4-yl)carbamoyl)thiazole-2-sulfonimidamide